{[3-chloro-5-(5-{5-[5-(2,2-dicyanoethenyl)thieno[3,2-b]furan-2-yl]-1-ethyl-1H-pyrrole-2-yl}furan-2-yl)thiophen-2-yl]methylidene}propanedinitrile ClC1=C(SC(=C1)C=1OC(=CC1)C=1N(C(=CC1)C1=CC2=C(O1)C=C(S2)C=C(C#N)C#N)CC)C=C(C#N)C#N